1-benzyl 2-methyl (2R,3R)-3-hydroxypyrrolidine-1,2-dicarboxylate O[C@H]1[C@@H](N(CC1)C(=O)OCC1=CC=CC=C1)C(=O)OC